5-(1-cyanocyclopropyl)-3-ethylsulfanyl-pyridine-2-carboxamide C(#N)C1(CC1)C=1C=C(C(=NC1)C(=O)N)SCC